ClC1=C(N=CC=N1)N1CCC(CC1)(F)F 6-chloro-5-(4,4-difluoropiperidin-1-yl)pyrazin